methyl 2-(5-amino-2-chlorophenyl)-2H-1,2,3-triazole-4-carboxylate NC=1C=CC(=C(C1)N1N=CC(=N1)C(=O)OC)Cl